(4S,5R)-2,4-diphenyl-4,5-dihydrooxazole-5-carboxylic acid C1(=CC=CC=C1)C=1O[C@H]([C@@H](N1)C1=CC=CC=C1)C(=O)O